1'-(4-(4-(aminomethyl)-1-oxo-1,2-dihydro-phthalazin-6-yl)-1-methyl-1H-pyrazol-5-yl)-7'-chlorospiro[cyclopropane-1,3'-indoline]-2'-one hydrochloride Cl.NCC1=NNC(C2=CC=C(C=C12)C=1C=NN(C1N1C(C2(C3=CC=CC(=C13)Cl)CC2)=O)C)=O